NC1=CC=C(C2=CC=CC=C12)OCC1=CC(=NC=C1)NC=1N=CC=NC1 5-((4-(((4-aminonaphthalen-1-yl)oxy)methyl)pyridin-2-yl)amino)pyrazine